C(C=C)(=O)OC1=C(C=C(C=C1C(C1=C(C(=CC(=C1)C(C)(C)CC)C(C)(C)CC)O)C)C(C)(C)CC)C(C)(C)CC 2,4-di-t-amyl-6-(3',5'-di-t-amyl-2'-hydroxy-α-methylbenzyl)phenyl acrylate